6-chloro-1-methyl-1,2-dihydropyridin-2-one ClC1=CC=CC(N1C)=O